1-(chloromethyl)-2,3-dihydro-1H-benzo[e]indol-5-yl-(trans)-hexahydro-[1,2]dithiino[4,5-b]pyridine ClCC1CNC=2C=C(C3=C(C12)C=CC=C3)N3C=1C(CCC3)CSSC1